3-sulfopropyl methacrylate, calcium salt [Ca+2].C(C(=C)C)(=O)OCCCS(=O)(=O)[O-].S(=O)(=O)([O-])CCCOC(C(=C)C)=O